2-chloro-4-methylbenzyl bromide ClC1=C(CBr)C=CC(=C1)C